(1S,3S)-3-((tert-butyldimethylsilyl)oxy)cyclobutane-1-carbaldehyde [Si](C)(C)(C(C)(C)C)OC1CC(C1)C=O